C1(=CC=CC=C1)C=1C(=C(C(=C(C1)C1=CC=CC=C1)C1=CC=CC=2C3=CC=CC=C3NC12)C1=CC=CC=C1)C1=CC=CC=C1 (phenyl)(diphenylcarbazolylbiphenyl)